(RS)-10-(2-fluoroethyl)-6-isopropyl-2-methoxy-3-(3-methoxypropoxy)-9-oxo-9,10-dihydro-6H-pyrano[3,2-b:4,5-b']dipyridine-8-carbonitrile FCCN1C2=C(C=C(C1=O)C#N)[C@H](OC=1C2=NC(=C(C1)OCCCOC)OC)C(C)C |r|